BrC1=C(C=C2C(=NC(=NC2=C1F)OC[C@H]1N(CC1)CCCCC(=O)OCC)N1CC2CCC(C1)N2C(=O)OC(C)(C)C)Cl tert-butyl 3-[7-bromo-6-chloro-2-[[(2S)-1-(5-ethoxy-5-oxo-pentyl)azetidin-2-yl]methoxy]-8-fluoro-quinazolin-4-yl]-3,8-diazabicyclo[3.2.1]octane-8-carboxylate